ClC1=CC=C(C=C1)C1=CC=2C3=C(C=NC2C=C1)N(C(N3C3=CC(=C(C=C3C)N3CCC(CC3)NC(C)=O)C#N)=N)C N-(1-(4-(8-(4-chlorophenyl)-2-imino-3-methyl-2,3-dihydro-1H-imidazo[4,5-c]quinolin-1-yl)-2-cyano-5-methylphenyl)piperidin-4-yl)acetamide